[K].FC(C(C(C(F)(F)F)(F)F)(F)F)F nonafluorobutane potassium